2-(2,6-dichlorobenzamido)-3-(4-(4-((4-methyl-3-oxo-3,4,5,6-tetrahydropyrazin-2-yl)amino)butoxy)phenyl)propanoic acid ClC1=C(C(=O)NC(C(=O)O)CC2=CC=C(C=C2)OCCCCNC2=NCCN(C2=O)C)C(=CC=C1)Cl